C(C)(=O)NNC(=O)C1CN(CCN1C(C1=CC=C(C=C1)F)C1=CC=C(C=C1)F)C(=O)OC(C)(C)C tert-butyl 3-(2-acetylhydrazine-1-carbonyl)-4-(bis(4-fluorophenyl)methyl)piperazine-1-carboxylate